(S)-10-((5-chloro-2-((S)-3-ethylpyrrolidin-1-yl)pyrimidin-4-yl)amino)-2-cyclopropyl-3,3-difluoro-7-methyl-1,2,3,4-tetrahydro-[1,4]oxazepino[2,3-c]quinolin-6(7H)-one ClC=1C(=NC(=NC1)N1C[C@H](CC1)CC)NC1=CC=2C3=C(C(N(C2C=C1)C)=O)OCC([C@@H](N3)C3CC3)(F)F